1-[3-amino-4-(prop-2-en-1-yl)furan-2-yl]methanamine NC1=C(OC=C1CC=C)CN